4-(tetrahydro-1H-pyrrol-1-yl)benzene-1-carbonitrile N1(CCCC1)C1=CC=C(C=C1)C#N